1-Benzyl 4-[3-(tert-butoxycarbonylamino)cyclobutyl]piperazine-1-carboxylate C(C)(C)(C)OC(=O)NC1CC(C1)N1CCN(CC1)C(=O)OCC1=CC=CC=C1